ethyl 1-{1-[4-chloro-4'-(piperazin-1-yl) [1,1'-biphenyl]-2-yl] piperidin-3-yl}-5-(difluoromethyl)-1H-pyrazole-4-carboxylate hydrochloride Cl.ClC1=CC(=C(C=C1)C1=CC=C(C=C1)N1CCNCC1)N1CC(CCC1)N1N=CC(=C1C(F)F)C(=O)OCC